FC1=C(C(=CC2=CC=C(C=C12)O)O)N1CC(NS1(=O)=O)=O 5-(1-fluoro-3,7-dihydroxynaphthalen-2-yl)-1λ6,2,5-thiadiazolidine-1,1,3-trione